4-(4-(6-trifluoromethyl-1H-indol-3-yl)thiophen-2-yl)-4-oxobutanoic acid FC(C1=CC=C2C(=CNC2=C1)C=1C=C(SC1)C(CCC(=O)O)=O)(F)F